C12(CC3CC(CC(C1)C3)C2)C(C)NCCCCCCCSC2=C3C(N(C(=NC3=CC=C2)C)[C@@H]2C(NC(CC2)=O)=O)=O (3S)-3-(5-((7-((1-((3r,5r,7r)-adamantan-1-yl)ethyl)amino)heptyl)thio)-2-methyl-4-oxoquinazolin-3(4H)-yl)piperidine-2,6-dione